3-Ethyl-7-((4-(2-oxo-2,3-dihydro-1H-pyrrolo[2,3-b]pyridin-5-yl)piperazin-1-yl)methyl)-1,5-naphthyridin-2(1H)-one C(C)C=1C(NC2=CC(=CN=C2C1)CN1CCN(CC1)C=1C=C2C(=NC1)NC(C2)=O)=O